ClC=1N=C(SC1)C=1N=NN(C1)[C@@H]1[C@H]([C@@H](O[C@@H]([C@@H]1O)CO)C1=NNC(N1C1=C(C=CC(=C1)Cl)C(F)(F)F)C)O 1-{3-{3-[4-(4-Chlorothiazol-2-yl)-1H-1,2,3-triazol-1-yl]-3-deoxy-β-D-galactopyranosyl}-5-methyl-1H-1,2,4-triazol-4-yl}-5-chloro-2-(trifluoromethyl)benzene